FC(C)(F)C1=NC=CC(=N1)NC1=CC(=NC=C1C1=NC(=CN=C1)OC1COC1)NC(C)=O N-(4-((2-(1,1-difluoroethyl)pyrimidin-4-yl)amino)-5-(6-(oxetan-3-yloxy)pyrazin-2-yl)pyridin-2-yl)acetamide